2-methyl-acrylamide CC(C(=O)N)=C